N-phenyl-N-trichloromethyl-sulfonyl-benzenesulfonyl-aniline C1(=CC=CC=C1)N(C1=C(C=CC=C1)S(=O)(=O)C1=CC=CC=C1)S(=O)(=O)C(Cl)(Cl)Cl